C1(CC1)C1=CC=2OCCC3N(C2N=C1)CCNC3 3-cyclopropyl-6,7,7a,8,10,11-hexahydro-9H-pyrazino[1,2-d]pyrido[3,2-b][1,4]oxazepin